N-(o-tolyl)butanamide C1(=C(C=CC=C1)NC(CCC)=O)C